3-fluoro-2-(2-methoxy-4-methylbenzoyl)benzoic acid FC=1C(=C(C(=O)O)C=CC1)C(C1=C(C=C(C=C1)C)OC)=O